C(C(=C)C)(=O)OC1=C(C=CC=C1)C1=CC=CC=C1 2-phenylphenol methacrylate